tert-butyl N-{6-bromo-5-[(2S)-2-[(tert-butoxycarbonyl)amino]propanoyl]thieno[3,2-c][1,2]thiazol-3-yl}-N-(thiophen-2-ylmethyl)carbamate BrC1=C(SC=2C1=NSC2N(C(OC(C)(C)C)=O)CC=2SC=CC2)C([C@H](C)NC(=O)OC(C)(C)C)=O